tertiary butyl-((4'-methoxy-[1,1'-biphenyl]-3-yl)oxy)dimethylsilane C(C)(C)(C)[Si](C)(C)OC=1C=C(C=CC1)C1=CC=C(C=C1)OC